ClC1=CC=C2C(=NC(N(C2=C1)C1=CC=NC=C1)=O)NC 7-Chloro-4-(methylamino)-1-(pyridin-4-yl)quinazolin-2(1H)-one